4-O-β-D-galactopyranosyl-D-glucitol C([C@@H]1[C@@H]([C@@H]([C@H]([C@@H](O1)O[C@H]([C@@H](CO)O)[C@@H]([C@H](CO)O)O)O)O)O)O